bicyclo[2.2.2]octa-7-en-2,3-dicarboxylic anhydride C12C3C(C(CC1)C=C2)C(=O)OC3=O